C(C)(C)(C)OC(=O)N[C@H](C(=O)O)CC1CCCCC1 (S)-2-((tert-butoxycarbonyl)amino)-3-cyclohexylpropanoic acid